1-(2-(3,8-diazabicyclo[3.2.1]octan-8-yl)-7,8-dihydro-1,6-naphthyridin-6(5H)-yl)-2,2-difluoro-2-phenylethan-1-one C12CNCC(CC1)N2C2=NC=1CCN(CC1C=C2)C(C(C2=CC=CC=C2)(F)F)=O